C1(=CC=C(C=C1)OC(C1=CC=CC=C1)=O)C benzoic acid p-tolyl ester